ethyl (3S)-3-(4-fluoro-2'-hydroxy-5,6'-dimethyl-[1,1'-biphenyl]-3-yl)-3-(2-(2-fluoro-5-(hydroxymethyl)phenyl)-2-(4-oxofuro[3,2-c]pyridin-5(4H)-yl)acetamido)propanoate FC1=C(C=C(C=C1C)C1=C(C=CC=C1C)O)[C@H](CC(=O)OCC)NC(C(N1C(C2=C(C=C1)OC=C2)=O)C2=C(C=CC(=C2)CO)F)=O